N-[2-(3-fluoro-4-methoxy-phenyl)-imidazo[1,2-a]pyridin-7-yl]-methyl-amine FC=1C=C(C=CC1OC)C=1N=C2N(C=CC(=C2)NC)C1